benzyl-(hexadecyl)di(2-hydroxypropyl)ammonium chloride [Cl-].C(C1=CC=CC=C1)[N+](CC(C)O)(CC(C)O)CCCCCCCCCCCCCCCC